Ethyl 3-(3-(N-(3,4-diethoxyphenyl)-N-methylsulfamoyl)thiophene-2-carboxamido)benzoate C(C)OC=1C=C(C=CC1OCC)N(S(=O)(=O)C1=C(SC=C1)C(=O)NC=1C=C(C(=O)OCC)C=CC1)C